NCC=1C(=C(C(=CC1)C(F)(F)F)C1=NC(=C(C(N1)=O)F)CC)F [3-(aminomethyl)-2-fluoro-6-(trifluoromethyl)phenyl]-6-ethyl-5-fluoropyrimidin-4(3H)-one